C1(=CC=CC=C1)C1=CC=C2C(=N1)C1=NC=CC=C1C2=O 2-phenyl-5H-cyclopenta[2,1-b:3,4-b']dipyridin-5-one